N-(6-(4H-1,2,4-triazol-4-yl)-1H-indazol-4-yl)-3-(3-((3-chloro-4-(trifluoromethoxy)benzyl)amino)propanamido)propanamide N=1N=CN(C1)C1=CC(=C2C=NNC2=C1)NC(CCNC(CCNCC1=CC(=C(C=C1)OC(F)(F)F)Cl)=O)=O